[Cl-].[Cl-].CC1=CC(C2=CC=C(C=C12)C)[Zr+2] (3,5-dimethylindenyl)zirconium dichloride